Cl.COC1=C(C=CC(=C1)CNC(CCCC\C=C\C(C)C)=O)[C@](N(CC)CC)(CC(C)C)C(=O)O (E)-2-methoxy-4-((8-methylnon-6-enamido)methyl)phenyldiethyl-L-leucine hydrochloride